(cis)-tert-Butyl 1-(4-(allyloxy)-3,3-dimethyl-4-oxobutyl)-2-(2,2-difluoroethyl)-6,6-difluorohexahydropyrrolo[3,2-c]pyrazole-4(2H)-carboxylate C(C=C)OC(C(CCN1N(C[C@H]2[C@@H]1C(CN2C(=O)OC(C)(C)C)(F)F)CC(F)F)(C)C)=O